2-(4-(methoxymethoxy)-6-(2,2,2-trifluoroethyl)benzofuran-5-yl)-4,4,5,5-tetramethyl-1,3,2-dioxaborolane COCOC1=C(C(=CC2=C1C=CO2)CC(F)(F)F)B2OC(C(O2)(C)C)(C)C